O=C1NC(CCC1N1C(N(C2=C1C=CC(=C2)CCCOCCOCCOCCOCCNC(OC(C)(C)C)=O)C)=O)=O tert-Butyl (15-(1-(2,6-dioxopiperidin-3-yl)-3-methyl-2-oxo-2,3-dihydro-1H-benzo[d]imidazol-5-yl)-3,6,9,12-tetraoxapentadecyl)carbamate